lithium ammonium sulphate S(=O)(=O)([O-])[O-].[NH4+].[Li+]